indole hydroiodide I.N1C=CC2=CC=CC=C12